2-Chloro-4-cyanobenzoyl chloride ClC1=C(C(=O)Cl)C=CC(=C1)C#N